C(C=C)(=O)OCC(C(C(C(COC(C=C)=O)(F)F)(F)F)(F)F)(F)F 1,6-bis(acryloyloxy)-2,2,3,3,4,4,5,5-octafluorohexane